OC1=NC2=CC(=CC=C2C(=N1)O)C1(OCCC1)C#N (E)-2-(2,4-dihydroxyquinazolin-7-yl)oxolane-2-carbonitrile